BrC1=C(C=CC=C1OCCC)CC(=O)O 2-bromo-3-propoxyphenylacetic acid